CC(CCCC(OCCCCCCC)OC(CCCC(CC(CC(CC(CCC)C)C)C)C)OCCCCCCC)CC(CC(CC(CCC)C)C)C 4,6,8,10-tetramethyltridecylheptoxymethyl ether